S[C@@H](C(=O)N[C@@H]1C(N2[C@@H](SCC1)CCCC2)=O)CC2=CC=CC=C2 (4S,7S,10aS)-4-((R)-2-mercapto-3-phenylpropanamido)-5-oxooctahydro-7H-pyrido[2,1-b][1,3]thiazepine